C(C)N(CCCC[C@H](C(=O)NO)CC1=CC(=C(C(=C1)C)F)C)[C@H](C)C1=NC=C(C=C1)OC (S)-6-(ethyl((R)-1-(5-methoxypyridin-2-yl)ethyl)amino)-2-(4-fluoro-3,5-dimethylbenzyl)-N-hydroxyhexanamide